(3-amino-6-(pyridin-4-ylsulfonyl)-4,5,6,7-tetrahydro-pyrazolo[3,4-c]pyridin-1-yl)(6-fluoro-1,2,3,4-tetrahydro-quinolin-4-yl)methanone NC1=NN(C=2CN(CCC21)S(=O)(=O)C2=CC=NC=C2)C(=O)C2CCNC1=CC=C(C=C21)F